COCC(CCC(C)C)(CCCC(C)C)COC 5,5-bis(methoxymethyl)-2,9-dimethyldecane